benzyl 5-[[(1S)-1-[(2S,4R)-4-hydroxy-2-[5-[3-(4-methylthiazol-5-yl) phenyl]-1H-imidazol-2-yl] pyrrolidine-1-carbonyl]-2,2-dimethyl-propyl] amino]-5-oxo-pentanoate O[C@@H]1C[C@H](N(C1)C(=O)[C@H](C(C)(C)C)NC(CCCC(=O)OCC1=CC=CC=C1)=O)C=1NC(=CN1)C1=CC(=CC=C1)C1=C(N=CS1)C